2-(4-(3-Chloro-4-(2-chloro-3-(6-methoxy-5-(((1-(2-methoxyacetyl)piperidin-4-yl)amino)methyl)pyridin-2-yl)phenyl)pyridin-2-yl)-2-methoxybenzyl)-2,6-diazaspiro[3.4]octan ClC=1C(=NC=CC1C1=C(C(=CC=C1)C1=NC(=C(C=C1)CNC1CCN(CC1)C(COC)=O)OC)Cl)C1=CC(=C(CN2CC3(C2)CNCC3)C=C1)OC